tert-butyl (3-(4-(3-(1-isopropyl-6-((2-(4-methoxypiperidin-1-yl)pyrimidin-4-yl)amino)-1H-pyrazolo[4,3-c]pyridine-3-carboxamido) propyl) piperazin-1-yl)propyl)carbamate C(C)(C)N1N=C(C=2C=NC(=CC21)NC2=NC(=NC=C2)N2CCC(CC2)OC)C(=O)NCCCN2CCN(CC2)CCCNC(OC(C)(C)C)=O